(3-cyano-1-isopropyl-indol-5-yl)pyrazole-4-carboxylic acid C(#N)C1=CN(C2=CC=C(C=C12)C1=NNC=C1C(=O)O)C(C)C